COC(CC1=NC=2C(=C3C(=NC2)N(C=C3)S(=O)(=O)C3=CC=CC=C3)N1)C 2-(2-methoxypropyl)-6-(benzenesulfonyl)-1,6-dihydroimidazo[4,5-d]Pyrrolo[2,3-b]Pyridine